BrCCNC 2-bromo-N-methylethan-1-amine